Methyl 3-(3-(4-(acetylaminomethyl)phenoxy)azetidin-1-yl)-2-(1H-pyrrol-1-yl)benzoate C(C)(=O)NCC1=CC=C(OC2CN(C2)C=2C(=C(C(=O)OC)C=CC2)N2C=CC=C2)C=C1